rac-5-((2R,5S)-5-methylpiperidin-2-yl)-1H-thieno[3,2-C]pyrazole C[C@H]1CC[C@@H](NC1)C1=CC=2NN=CC2S1 |r|